F[C@H]1CN(CC[C@H]1NS(=O)(=O)C1=CC(=C(C=C1)NC1=NC=C(C(=N1)N1CCC(CC1)(C)O)C(F)(F)F)F)C(=O)OC(C)(C)C 1-Tert-butyl (3S,4R)-3-fluoro-4-[[3-fluoro-4-[[4-(4-hydroxy-4-methyl-1-piperidyl)-5-(trifluoromethyl)pyrimidin-2-yl]amino]phenyl]sulfonylamino]piperidine-1-carboxylate